C(C(C)C)N1C=CC=2C(=NC(=CC21)NC=2SC(=CN2)C)OC2CC1(C2)N(CCC1)C(C=C)=O 1-(2-((1-isobutyl-6-((5-methylthiazol-2-yl)amino)-1H-pyrrolo[3,2-c]pyridin-4-yl)oxy)-5-azaspiro[3.4]octan-5-yl)prop-2-en-1-one